C[NH+]1C(CCCC1(C)C)(C)C 1,2,2,6,6-pentamethylpiperidinium